C(CCC)C=1N=NN(C1)C1=CC=C(C(=O)NNC(=O)C=2C=C(C(=O)OC)C=CC2)C=C1 Methyl 3-(2-(4-(4-butyl-1H-1,2,3-triazol-1-yl)benzoyl)hydrazine-1-carbonyl)benzoate